COC(C(CN1C(N(C2=C1C=C(C=C2)N)C)=O)C)=O 3-(6-amino-3-methyl-2-oxo-benzoimidazol-1-yl)-2-methyl-propionic acid methyl ester